2,7-dihydroxyphenoxathiin OC1=CC=2SC3=CC=C(C=C3OC2C=C1)O